3-{[7-(5-Methyl-1,2,4-oxadiazol-3-yl)isoquinolin-1-yl]amino}-N-{1-propoxypyrrolo[1,2-a]pyrazin-7-yl}propanamide CC1=NC(=NO1)C1=CC=C2C=CN=C(C2=C1)NCCC(=O)NC=1C=C2N(C=CN=C2OCCC)C1